O=C(C(=O)OC)C1=C(C=C(C=C1)C1=CC(=C(C=C1)F)F)F methyl 2-oxo-2-(3,3',4'-trifluoro-[1,1'-biphenyl]-4-yl)acetate